(4S,5R,6R)-5-acetamido-4-carbamimidamido-6-[(1R,2R)-3-hydroxy-2-methoxypropyl]-5,6-dihydro-4H-pyran-2-carboxylic acid C(C)(=O)N[C@@H]1[C@H](C=C(O[C@@H]1C[C@H](CO)OC)C(=O)O)NC(=N)N